BrC1=C(\C=C/2\ON(OS2)CCCCCCC(=O)O)C=CC(=C1)OC (Z)-7-(5-(2-bromo-4-methoxybenzylidene)-2,4-dioxathiazolidin-3-yl)heptanoic acid